methyl 2-aminobenzofurano[7,6-d]thiazole-5-carboxylate NC=1SC2=C(N1)C1=C(C=CO1)C(=C2)C(=O)OC